5,8-ethanophthalazin-1-amine C1(=NN=CC=2C3=CC=C(C12)CC3)N